COP(=O)(OC)C(C(=O)OC(C)(C)C)CCC=C(C)C tert-butyl 2-(dimethoxyphosphoryl)-6-methylhept-5-enoate